4-methoxy-N,N-dimethylquinoline-2-carboxamide COC1=CC(=NC2=CC=CC=C12)C(=O)N(C)C